O=C1NC(CCC1N1C(C2=CC=CC(=C2C1)SCCCCCC(=O)N1CCN(CC1)C1CCN(CC1)C1=NC=C(C(=O)N2CCC(CC2)CCCCNC(\C=C\C=2C=NC=CC2)=O)C=C1)=O)=O (E)-N-(4-(1-(6-(4-(4-(6-((2-(2,6-dioxopiperidin-3-yl)-1-oxoisoindolin-4-yl)thio)hexanoyl)piperazin-1-yl)piperidin-1-yl)nicotinoyl)piperidin-4-yl)butyl)-3-(pyridin-3-yl)acrylamide